C1(=CC=CC=C1)C1=CC=CC(=N1)C[C@@H]1N(CCC[C@@H]1NS(=O)(=O)CC(F)(F)F)C(=O)OC(C)C isopropyl cis-2-((6-phenylpyridin-2-yl)methyl)-3-(((2,2,2-trifluoroethyl)sulfonyl)amino)piperidine-1-carboxylate